2-[(1-n-butyltetradecyl)oxy]ethanol C(CCC)C(CCCCCCCCCCCCC)OCCO